3-(6-Fluoropyridin-3-yl)-2-(4-(4-(methyl-d3)-4H-1,2,4-triazol-3-yl)piperidin-1-yl)benzonitrile FC1=CC=C(C=N1)C=1C(=C(C#N)C=CC1)N1CCC(CC1)C1=NN=CN1C([2H])([2H])[2H]